[Ca].[Mg].[Ca] calcium magnesium-calcium